C(=O)(OC(C)(C)C)N1[C@H](CCC1)C(=O)O D-N-Bocproline